N-γ-maleimidobutyloxysuccinimide C1(C=CC(N1C(CCON1C(CCC1=O)=O)C)=O)=O